FC=1C=C(C=C(C1)F)C1=CC(=CC=C1)C1N(OCC1)C1=CC(=NC=N1)NC=1C(=CC(=C(C1)NC(C=C)=O)N1CCN(CC1)C)OC N-(5-((6-(3-(3',5'-difluoro-[1,1'-biphenyl]-3-yl)isoxazolidin-2-yl)pyrimidin-4-yl)amino)-4-methoxy-2-(4-methylpiperazin-1-yl)phenyl)acrylamide